C(OC[C@H]1O[C@@]([C@@H]([C@@H]1O)O)(C#N)C1=CC=C2C(=NC=NN21)N)(OC(C)(C)C)=O ((2R,3S,4R,5R)-5-(4-aminopyrrolo[2,1-f][1,2,4]triazin-7-yl)-5-cyano-3,4-dihydroxytetrahydrofuran-2-yl)methyl tert-butyl carbonate